2-(chloromethyl)-4-(difluoromethyl)-5-((1-(methylsulfonyl)piperidin-4-yl)methoxy)pyridine ClCC1=NC=C(C(=C1)C(F)F)OCC1CCN(CC1)S(=O)(=O)C